4-fluoro-N-(2'-fluoro-4-((methylamino)methyl)-[1,1'-biphenyl]-2-yl)benzenesulfonamide FC1=CC=C(C=C1)S(=O)(=O)NC1=C(C=CC(=C1)CNC)C1=C(C=CC=C1)F